4-vinyl-phenylisonitrile C(=C)C1=CC=C(C=C1)[N+]#[C-]